1-phenyl-2-methyl-1,3-butanediol dipivalate C(C(C)(C)C)(=O)OC(C(C(C)OC(C(C)(C)C)=O)C)C1=CC=CC=C1